1,4-di(4-formylphenoxy)-2,5-di(dimethylaminomethyl)benzene C(=O)C1=CC=C(OC2=C(C=C(C(=C2)CN(C)C)OC2=CC=C(C=C2)C=O)CN(C)C)C=C1